CN1C=CN2N=CC(=C21)C(=O)N2CC1(C2)CC(C1)NC(=O)NC1=NC=CC(=N1)C(F)(F)F 1-(2-(1-methyl-1H-imidazo[1,2-b]pyrazole-7-carbonyl)-2-azaspiro[3.3]heptan-6-yl)-3-(4-(trifluoromethyl)pyrimidin-2-yl)urea